3-chloro-5-(3-isopropyl-5-(1-((tetrahydro-2H-pyran-4-yl)methyl)piperidin-4-yl)-1H-indol-2-yl)-1,4-dimethylpyridin-2(1H)-one ClC=1C(N(C=C(C1C)C=1NC2=CC=C(C=C2C1C(C)C)C1CCN(CC1)CC1CCOCC1)C)=O